[Cu].C1OC=2C=CSC2OC1 4-ethylenedioxythiophene copper